C(C=C)(=O)OCCCCCCCCCCCCCCCCCCCO hydroxynonadecyl acrylate